C(C)N1CC(CC1)N1C=CC2=C(C(=CC=C12)F)F 1-(1-ethylpyrrolidin-3-yl)-4,5-difluoro-1H-indole